5-(4-(methylsulfinyl)phenyl)-2-(4-(trifluoromethyl)phenyl)Oxazole-4-carboxylic acid ethyl ester C(C)OC(=O)C=1N=C(OC1C1=CC=C(C=C1)S(=O)C)C1=CC=C(C=C1)C(F)(F)F